C12N(CC(CC1)CC2)CCNC(=O)C=2C=CC(=C(C2)NC(=O)C=2C=C1C(=NC2)NC(=C1)C=1C=NN(C1)C)C N-(5-((2-(2-azabicyclo[2.2.2]octan-2-yl)ethyl)carbamoyl)-2-methylphenyl)-2-(1-methyl-1H-pyrazol-4-yl)-1H-pyrrolo[2,3-b]pyridine-5-carboxamide